The molecule is a member of the class of benzophenones that is benzophenone in which one of the phenyl groups is substituted by a 3,3-dimethylallyl group at position 3 and by hydroxy groups at positions 2 and 6, while the other is substituted by a formyl group at position 2, a 3,3-dimethylallyloxy group at position 3, a methyl group at position 4, and a hydroxy group at position 6. It is an aldehyde, a member of phenols, a member of benzophenones, a member of resorcinols and an arugosin A. It is a tautomer of an arugosin A (lactol form). CC1=CC(=C(C(=C1OCC=C(C)C)C=O)C(=O)C2=C(C=CC(=C2O)CC=C(C)C)O)O